water iron carbon [C].[Fe].O